(e)-2-((dimethylamino)methylene)-8-oxaspiro[4.5]decan-1-one CN(C)\C=C/1\C(C2(CC1)CCOCC2)=O